3-Cyclopropyl-1-((3-fluorobicyclo[1.1.1]pentan-1-yl)methyl)-N-(2-(S-methylsulfonimidoyl)pyridin-4-yl)-4-(trifluoromethyl)-1H-pyrazole-5-carboxamide C1(CC1)C1=NN(C(=C1C(F)(F)F)C(=O)NC1=CC(=NC=C1)S(=O)(=N)C)CC12CC(C1)(C2)F